4-((4-fluoro-2-methyl-1H-indol-5-yl)oxy)-7-methoxy-6-hydroxy-quinoline FC1=C2C=C(NC2=CC=C1OC1=CC=NC2=CC(=C(C=C12)O)OC)C